2-((4,4-dimethyl-1-vinylcyclohexyl)oxy)ethan-1-ol CC1(CCC(CC1)(C=C)OCCO)C